sodium 3,4-dimethylphenyl glyoxylate C(C=O)(=O)OC1=CC(=C(C=C1)C)C.[Na]